CC1=C(SC2=C1N=NC=C2NCC=2SC=CC2)CCC(C)=O 4-{7-methyl-4-[(thiophen-2-ylmethyl)amino]thieno[3,2-c]pyridazin-6-yl}butan-2-one